2-({2-[4-(2-hydroxy-2-methylpropoxy)pyridin-2-yl]-5H,6H,7H-cyclopenta[d]pyrimidin-4-yl}(methyl)amino)-1-(piperidin-1-yl)ethan-1-one OC(COC1=CC(=NC=C1)C=1N=C(C2=C(N1)CCC2)N(CC(=O)N2CCCCC2)C)(C)C